(3S,4R)-1-(4-{[4-(3,3-difluoropyrrolidin-1-yl)-5-(trifluoromethyl)pyrimidin-2-yl]amino}phenyl)-4-methylpyrrolidin-3-ol FC1(CN(CC1)C1=NC(=NC=C1C(F)(F)F)NC1=CC=C(C=C1)N1C[C@H]([C@@H](C1)C)O)F